tert-Butyl 3-(4'-(4-(3-carbamoyl-5-methyl-1H-pyrazol-1-yl)benzyl)-[1,1'-biphenyl]-4-carboxamido)azetidine-1-carboxylate C(N)(=O)C1=NN(C(=C1)C)C1=CC=C(CC2=CC=C(C=C2)C2=CC=C(C=C2)C(=O)NC2CN(C2)C(=O)OC(C)(C)C)C=C1